2-(3,5-dichloro-4-(3-chloropropoxy)phenyl)propan-2-ol ClC=1C=C(C=C(C1OCCCCl)Cl)C(C)(C)O